(3-cyanophenyl)-magnesium chloride C(#N)C=1C=C(C=CC1)[Mg]Cl